O=C(C(=O)NC=1C=C(C=NC1)C(=O)N)N1C(CCCC1)C1=CC(NC=C1)=O 5-[[2-oxo-2-[2-(2-oxo-1H-pyridin-4-yl)-1-piperidyl]acetyl]amino]pyridine-3-carboxamide